N-(2-(1-(1-cis-4-isopropylcyclohexyl)piperidin-4-yl)-1H-indol-3-yl)acetamide C(C)(C)C1CCC(CC1)N1CCC(CC1)C=1NC2=CC=CC=C2C1NC(C)=O